C(C)(C)(C)N(C(O)=O)[C@@H]1CNCCC1.ClCCOCC(O[Si](CC)(CC)CC)OCC (2-(2-chloroethoxy)-1-ethoxyethoxy)triethylsilane tert-butyl-(s)-piperidin-3-ylcarbamate